FC(S(=O)(=O)O)(F)F.CN1CC2=C(C=CC=C2C=C1C1=CC=C(C=C1)F)OC 2-methyl-3-(4-fluorophenyl)-8-methoxyisoquinoline trifluoromethanesulfonate